C(C)OC(CC(=O)NCC(C(=O)OCC)CC(F)(F)F)=O ethyl 2-((3-ethoxy-3-oxopropanamido) methyl)-4,4,4-trifluorobutanoate